7-amino-1,4-dimethyl-2,3-dioxo-1,2,3,4-tetrahydroquinoxaline-6-carboxylic acid ethyl ester hydrochloride Cl.C(C)OC(=O)C=1C=C2N(C(C(N(C2=CC1N)C)=O)=O)C